[Si].S1C(=NC=C1)CCC=O 3-(thiazol-2-yl)propan-1-one silicon